C(CCCC)C(=O)OC1=C(N)C=CC=C1 2-(pentylcarbonyloxy)aniline